CC=1C=CC=2NC(C3N(C2N1)CCC(C3)C(=O)OC)=O methyl 2-methyl-6-oxo-6,6a,7,8,9,10-hexahydro-5H-dipyrido[1,2-a:3',2'-e]pyrazine-8-carboxylate